O=C(C(=O)[O-])CCC 2-oxopentanoate